N1(C=NC=C1)C=1C=CC(=C(C1)O)C=1SC(=NN1)N([C@@H]1[C@H]2CN[C@@](C1)(CC2)C)C 5-(1H-imidazol-1-yl)-2-(5-(methyl((1R,4R,5S)-1-methyl-2-azabicyclo[2.2.2]octan-5-yl)amino)-1,3,4-thiadiazol-2-yl)phenol